N-[7-bromo-2-(1-methyl-1H-pyrazol-4-yl)[1,2,4]triazolo[1,5-c]quinazolin-5-yl]-D-valine methyl ester COC([C@H](NC1=NC=2C(=CC=CC2C=2N1N=C(N2)C=2C=NN(C2)C)Br)C(C)C)=O